Quinoline-8-carboxylic acid hydrochloride Cl.N1=CC=CC2=CC=CC(=C12)C(=O)O